N[C@@H]1[C@@H](OCC12CCN(CC2)C=2N=C(C(=NC2CO)SC=2C(=C(C(=O)N(C)C)C=CC2)Cl)C)C 3-({5-[(3S,4S)-4-amino-3-methyl-2-oxa-8-azaspiro[4.5]dec-8-yl]-6-(hydroxymethyl)-3-methylpyrazin-2-yl}mercapto)-2-chloro-N,N-dimethylbenzamide